3-Amino-1-methyl-5-(2,2,2-trifluoroethyl)-1,5-dihydro-4H-pyrrolo[3,2-c]pyridin-4-one hydrochloride Cl.NC1=CN(C2=C1C(N(C=C2)CC(F)(F)F)=O)C